(R)-N-(2-(3-methoxyazetidin-1-yl)benzyl)-2-(9-(pyridin-2-yl)-6-oxaspiro[4.5]decan-9-yl)ethylamine COC1CN(C1)C1=C(CNCC[C@]2(CCOC3(CCCC3)C2)C2=NC=CC=C2)C=CC=C1